N1(CCCC1)CCCCN1CCCC1 1,4-bis-(1-pyrrolidinyl)butane